C1(=CC=CC=C1)C(N1CCN(CC1)C(=O)C=1C=C(C=NC1)C#N)C1=CC=CC=C1 5-[4-(diphenylmethyl)piperazine-1-carbonyl]pyridine-3-carbonitrile